(R)-2-(4-(2H-1,2,3-triazol-2-yl)phenyl)-2-amino-4,4-dimethylpentanoic acid isopropyl ester C(C)(C)OC([C@](CC(C)(C)C)(N)C1=CC=C(C=C1)N1N=CC=N1)=O